C(C)OC1=C(NC2=NNC3=CC(=CC=C23)[C@@H]2C[C@@]23C(NC2=CC=C(C=C32)OC)=O)C=C(C=C1)C=1SC=CN1 (1R,2S)-2-{3-[2-ethoxy-5-(1,3-thiazol-2-yl)anilino]-1H-indazol-6-yl}-5'-methoxyspiro[cyclopropane-1,3'-indol]-2'(1'H)-one